C1(CCCCCCCCOCCCCCCO1)=O 10-Oxahexadecanolide